C(CC)(=O)OCC(C(CCC)SC1=C(C(=NC=C1)Cl)F)CC 3-[(2-chloro-3-fluoropyridin-4-yl) thio]2-ethylhexyl propionate